5-((6-bromo-3-isopropyl-3H-imidazo[4,5-c]pyridin-4-yl)amino)-N-ethyl-4-fluoro-2-methylbenzamide BrC1=CC2=C(C(=N1)NC=1C(=CC(=C(C(=O)NCC)C1)C)F)N(C=N2)C(C)C